3-((S)-2-hydroxy-3-((R)-8-(6-hydroxy-1-methyl-2,3-dihydro-1H-pyrido[2,3-b][1,4]oxazin-7-ylsulfonyl)-1-oxa-8-azaspiro[4.5]decan-3-ylamino)propoxy)-N-methylbenzenesulfonamide O[C@H](COC=1C=C(C=CC1)S(=O)(=O)NC)CN[C@H]1COC2(C1)CCN(CC2)S(=O)(=O)C2=CC1=C(OCCN1C)N=C2O